(3R)-3-{[2-(4-methoxyphenyl)-7-(3,3,3-trifluoropropoxy)[1,2,4]triazolo[1,5-c]quinazolin-5-yl]amino}azepan-2-one COC1=CC=C(C=C1)C1=NN2C(=NC=3C(=CC=CC3C2=N1)OCCC(F)(F)F)N[C@H]1C(NCCCC1)=O